C(#N)CCOC(C=C)=O acrylic acid-2-cyanoethyl ester